malonyl Chloride C(CC(=O)Cl)(=O)Cl